ClC1=C(C=CC=C1Cl)N1C(=NC(CC1=O)=O)C 1-(2,3-dichlorophenyl)-2-methylpyrimidine-4,6(1H,5H)-dione